BrC=1C(=C(OC[C@H](CN([C@@H]2COC3(C2)CCN(CC3)C(=O)OCC3=CC=CC=C3)C(=O)OC(C)(C)C)O)C=CC1)F (S)-benzyl 3-(((S)-3-(3-bromo-2-fluorophenoxy)-2-hydroxypropyl) (tert-butoxycarbonyl) amino)-1-oxa-8-azaspiro[4.5]decane-8-carboxylate